(2S,5R)-5-[2-methyl-4-(4-trifluoromethylphenyl)phenyl]-1H-pyrrole-2-carboxamide hydrochloride Cl.CC1=C(C=CC(=C1)C1=CC=C(C=C1)C(F)(F)F)C1=CC=C(N1)C(=O)N